N4-(benzoxazolin-2-on-5-yl)-N2-[3-methyl-2-(4-methylpiperazin-1-yl)pyridin-5-yl]-5-fluoropyrimidine-2,4-diamine O1C(NC2=C1C=CC(=C2)NC2=NC(=NC=C2F)NC=2C=C(C(=NC2)N2CCN(CC2)C)C)=O